methoxymethyl 4-((4-(benzyloxy)-2-methoxy-6-methylbenzoyl)oxy)-3-cyano-6-(methoxymethoxy)-2,5-dimethylbenzoate C(C1=CC=CC=C1)OC1=CC(=C(C(=O)OC2=C(C(=C(C(=O)OCOC)C(=C2C)OCOC)C)C#N)C(=C1)C)OC